(R)-2-chloro-N-(2-cyano-6-(trifluoromethyl)pyridin-4-yl)-8-methyl-8-(trifluoromethyl)-7,8-dihydro-6H-pyrazolo[1,5-a]pyrrolo[2,3-e]pyrimidine-6-carboxamide ClC1=NN2C(N=CC3=C2[C@@](CN3C(=O)NC3=CC(=NC(=C3)C(F)(F)F)C#N)(C(F)(F)F)C)=C1